tert-butyl 2-((4-(6-((1-(cyanomethyl)-1H-indazol-6-yl) methoxy) pyridin-2-yl) piperidin-1-yl) methyl)-1-(oxetan-2-ylmethyl)-1H-benzo[d]imidazole-6-carboxylate C(#N)CN1N=CC2=CC=C(C=C12)COC1=CC=CC(=N1)C1CCN(CC1)CC1=NC2=C(N1CC1OCC1)C=C(C=C2)C(=O)OC(C)(C)C